COC1=CC=C(C=C1)C1(CC1)O 1-(p-methoxyphenyl)cyclopropan-1-ol